ClC1=CC=C(C=N1)CN(C=1N=COC1)C1CC1 4-{[(6-chloropyridin-3-yl)methyl](cyclopropyl)amino}-1,3-oxazole